1,2,4,5-benzenetetraamine tetrahcl salt Cl.Cl.Cl.Cl.C=1(C(=CC(=C(C1)N)N)N)N